3-chloro-N-[4-methoxy-3-(4-methyl-1H-imidazol-1-yl)phenyl]benzeneacetamide ClC=1C=C(C=CC1)CC(=O)NC1=CC(=C(C=C1)OC)N1C=NC(=C1)C